(R)-tert-butyl (2-(8-(benzyloxy)-2-oxo-1,2-dihydroquinolin-5-yl)-2-((tert-butyldimethylsilyl)oxy)ethyl)(4-hydroxyphenethyl)carbamate C(C1=CC=CC=C1)OC=1C=CC(=C2C=CC(NC12)=O)[C@H](CN(C(OC(C)(C)C)=O)CCC1=CC=C(C=C1)O)O[Si](C)(C)C(C)(C)C